3-((6-amino-3-(furan-3-yl)pyridin-2-yl)oxy)azetidine-1-carboxylic acid tert-butyl ester C(C)(C)(C)OC(=O)N1CC(C1)OC1=NC(=CC=C1C1=COC=C1)N